ClC1=CC(=C(C=C1Cl)O)C1=CC=2N(C=C1)C=C(N2)CCO 4,5-dichloro-2-(2-(2-hydroxyethyl)imidazo[1,2-a]pyridin-7-yl)phenol